C(#N)C1=CC(=C(COC2=CC=CC(=N2)C2=CC(=C(CC3=NC4=C(N3C3CCCC3)C=C(C=C4)C(=O)O)C=C2F)F)C=C1)F 2-(4-(6-((4-cyano-2-fluorobenzyl)oxy)pyridin-2-yl)-2,5-difluorobenzyl)-1-cyclopentyl-1H-benzo[d]imidazole-6-carboxylic acid